3-[5-(Azidomethyl)-4-methylpyrimidin-2-yl]-6,6-difluoro-3-azabicyclo[3.1.0]hexane N(=[N+]=[N-])CC=1C(=NC(=NC1)N1CC2C(C2C1)(F)F)C